CN1C([C@@H](CC1)NC(OC(C)(C)C)=O)=O tert-Butyl N-[(3R)-1-methyl-2-oxo-pyrrolidin-3-yl]carbamate